8-chloro-3-(5-(difluoromethyl)-1,3,4-thiadiazol-2-yl)-N-(1-(fluoromethyl)cyclopropyl)imidazo[1,5-a]pyridine-6-sulfonamide ClC=1C=2N(C=C(C1)S(=O)(=O)NC1(CC1)CF)C(=NC2)C=2SC(=NN2)C(F)F